C(#N)C1=C(N(C=2CNCCC21)CC2=CC(=CC=C2)C(F)(F)F)C(=O)N 3-cyano-1-(3-(trifluoromethyl)benzyl)-4,5,6,7-tetrahydro-1H-pyrrolo[2,3-c]pyridine-2-carboxamide